3-(4-(5'-(4-fluorophenyl)-3'-methoxy-1H,3'H-[2,4'-biimidazole]-5-carboxamido)-3-methoxyphenyl)propanoic acid FC1=CC=C(C=C1)C1=C(N(C=N1)OC)C=1NC(=CN1)C(=O)NC1=C(C=C(C=C1)CCC(=O)O)OC